(S)-7-(((1H-pyrazol-5-yl)methoxy)methyl)-N-(5-(5-(3,3-difluoro-2-hydroxypropyl)-1,2,4-oxadiazol-3-yl)-2-methylphenyl)imidazo[1,2-a]pyridine-3-carboxamide N1N=CC=C1COCC1=CC=2N(C=C1)C(=CN2)C(=O)NC2=C(C=CC(=C2)C2=NOC(=N2)C[C@@H](C(F)F)O)C